1-(6-ethoxypyrazin-2-yl)pyrazole-4-carboxylic acid C(C)OC1=CN=CC(=N1)N1N=CC(=C1)C(=O)O